FC1=C(CN2C=NN(C2=O)C2=CC=C(CC3=C(N=C(S3)N3CC(C3)(C#N)C)C)C=C2)C(=CC=C1)F 1-(5-(4-(4-(2,6-difluorobenzyl)-5-oxo-4,5-dihydro-1H-1,2,4-triazol-1-yl)benzyl)-4-methylthiazol-2-yl)-3-methylazetidine-3-carbonitrile